1-(4-(4-(benzo[d]oxazol-2-yl-thio)butoxy)phenyl)-3-(2-furyl)-2-propen-1-one O1C(=NC2=C1C=CC=C2)SCCCCOC2=CC=C(C=C2)C(C=CC=2OC=CC2)=O